NC1=NC=CC2=C1N=C(N=C2)C=2C(=C(C=CC2)C#C[C@]2(C(N(CC2)C)=O)O)C (R)-3-((3-(8-Aminopyrido[3,4-d]pyrimidin-2-yl)-2-methylphenyl)ethynyl)-3-hydroxy-1-methylpyrrolidin-2-one